FC(C(=O)N1CCN(CC1)C1=NC(=C2N=CN(C2=N1)C)C1=CC=C(C=C1)OC(F)(F)F)=C 2-Fluoro-1-(4-(9-methyl-6-(4-(trifluoromethoxy)phenyl)-9H-purin-2-yl)piperazin-1-yl)prop-2-en-1-one